(R)-2-methoxy-1-(3-methyl-4-(2-((5-(pyridin-4-yl)thiazolo[5,4-b]-pyridin-2-yl)amino)-pyridin-4-yl)piperazin-1-yl)ethanone COCC(=O)N1C[C@H](N(CC1)C1=CC(=NC=C1)NC=1SC2=NC(=CC=C2N1)C1=CC=NC=C1)C